COC(=O)C=1C=CC2=C(N(C(=N2)CN2CCC(CC2)C2=NC(=CC=C2)OCC=2OC3=C(C2)C=CC=C3)C[C@H]3OCC3)C1 (S)-2-((4-(6-((benzofuran-2-yl)methoxy)pyridin-2-yl)piperidin-1-yl)methyl)-1-((oxetan-2-yl)methyl)-1H-benzo[d]imidazole-6-carboxylic acid methyl ester